C(CC)[NH+]1C(N(CC1)CCC)CCC 1,2,3-tripropylimidazolinium